tert-butyl (3bS,7aS,8aS)-6,7,8,8a-tetrahydro-5H,9H-pyrazolo[1',5':1,5]pyrrolo[3,4-b]pyrrolizine-7a(3bH)-carboxylate N1=CC=C2N1C[C@@H]1C[C@@]3(CCCN3[C@@H]12)C(=O)OC(C)(C)C